((tert-butyldimethylsilyl)oxy)-1-methylcyclobutane-1-carboxylic acid [Si](C)(C)(C(C)(C)C)OC1C(CC1)(C(=O)O)C